BrCC1=CC(=NC=C1)C#N 4-(bromomethyl)pyridinenitrile